2-cyano-2-propylphenethyl trithiocarbonate C(SCCC1C(C=CC=C1)(CCC)C#N)([S-])=S